FCCN1C[C@H]2[C@H](OCCN2C2=CC=C(N=N2)C2=C(C=C(C=C2C)C)O)CC1 2-[6-[(4aS,8aR)-6-(2-fluoroethyl)-3,4a,5,7,8,8a-hexahydro-2H-pyrido[4,3-b][1,4]oxazin-4-yl]pyridazin-3-yl]-3,5-dimethyl-phenol